methyl (S)-4-((6-carbamoyl-7-isopropoxy-1-((5-oxopyrrolidin-2-yl)methoxy)isoquinolin-4-yl)ethynyl)piperidine-1-carboxylate C(N)(=O)C=1C=C2C(=CN=C(C2=CC1OC(C)C)OC[C@H]1NC(CC1)=O)C#CC1CCN(CC1)C(=O)OC